C(C)(C)(C)N(C(O)=O)C1=C(C(=CC=C1)C)NS(=O)(=O)C1=C(C=C(C=C1)Br)C.OCC1C(OC1)C 3-(hydroxymethyl)methyloxetane tert-butyl-(2-((4-bromo-2-methylphenyl)sulfonamido)-3-methylphenyl)carbamate